1-methyl-p-dodecylbenzyl alcohol CC1(CO)CC=C(C=C1)CCCCCCCCCCCC